COC1=C(C=CC=C1)C1=NN(C2=CC=CC=C12)S(=O)(=O)C1=CC=C(C)C=C1 3-(2-methoxyphenyl)-1-tosyl-1H-indazole